C(C)(C)(C)OC(=O)N1[C@@H](C[C@@H](C1)F)C(=O)O (2S,4S)-1-[(tert-butoxy)carbonyl]-4-fluoropyrrolidine-2-carboxylic acid